C[C@H]1N(CCN(C1)C)[C@@H](C(=O)NC=1C=CC=C2C(=CNC12)C1=NC(=NC=C1F)NC=1C(=NN(C1)C)OCC)C (2R)-2-[(2R)-2,4-dimethylpiperazin-1-yl]-N-(3-{2-[(3-ethoxy-1-methyl-1H-pyrazol-4-yl)amino]-5-fluoropyrimidin-4-yl}-1H-indol-7-yl)propanamide